OCC1=CC=CC2=C1N=C1N2CCN(C1)C(=O)OC(C)(C)C tert-butyl 9-(hydroxymethyl)-1,2,3,4-tetrahydrobenzo[4,5]imidazo[3,2-a]pyrazine-2-carboxylate